C(CCC(=O)O)(=O)O.C(CCC(=O)O)(=O)O.N[C@@H](CCC(=O)O)C(=O)O L-glutamic acid disuccinic acid